N1(N=CC=C1)CC1=CC=C(C=C1)C(C)=O 1-(4-((1H-pyrazol-1-yl)methyl)phenyl)ethan-1-one